O.N1CC(OCC1)CCS(=O)(=O)O 2-morpholineethanesulfonic acid monohydrate